((S)-1-(((S)-4-(cyclopropylamino)-3,4-dioxo-1-(2-oxo-1,2-dihydropyridin-3-yl)butan-2-yl)amino)-1-oxohexan-2-yl)carbamic acid 2-(3-chlorophenyl)-2,2-difluoro-1-phenylethyl ester ClC=1C=C(C=CC1)C(C(C1=CC=CC=C1)OC(N[C@H](C(=O)N[C@@H](CC=1C(NC=CC1)=O)C(C(=O)NC1CC1)=O)CCCC)=O)(F)F